ethyl (2E)-4-[(1S,4S,5R)-5-[[5-cyclopropyl-3-(2,6-dichlorophenyl)-1,2-oxazol-4-yl]methoxy]-2-azabicyclo[2.2.1]heptan-2-yl]-2-(2-methylhydrazin-1-ylidene)-4-oxobutanoate C1(CC1)C1=C(C(=NO1)C1=C(C=CC=C1Cl)Cl)CO[C@H]1[C@@H]2CN([C@H](C1)C2)C(C\C(\C(=O)OCC)=N/NC)=O